(3-(Difluoromethyl)-4-fluorophenyl-1,2,3,4,5,6-13C6)-4,4,5,5-tetramethyl-1,3,2-dioxaborolane FC([13C]=1[13CH]=[13C]([13CH]=[13CH][13C]1F)B1OC(C(O1)(C)C)(C)C)F